(4S)-7-chloro-6-(3-fluoro-2-pyridinyl)-N-[(1-hydroxycyclopropyl)methyl]-4-methyl-8-(trifluoromethyl)-4H-imidazo[1,2-a][1,4]benzodiazepine-2-Carboxamide ClC1=C(C=CC2=C1C(=N[C@H](C=1N2C=C(N1)C(=O)NCC1(CC1)O)C)C1=NC=CC=C1F)C(F)(F)F